6-hydroxy-3-oxohexanoyl-CoA OCCCC(CC(=O)SCCNC(CCNC([C@@H](C(COP(OP(OC[C@@H]1[C@H]([C@H]([C@@H](O1)N1C=NC=2C(N)=NC=NC12)O)OP(=O)(O)O)(=O)O)(=O)O)(C)C)O)=O)=O)=O